FC1([C@H](CN(CC1)[C@H](C(=O)NC1=NC=C(C=C1)OC1=CC=C(C=C1)F)C)C=1C=C(C(NC1)=O)C(=O)N)F 5-((s)-4,4-difluoro-1-((s)-1-((5-(4-fluorophenoxy)pyridin-2-yl)amino)-1-oxopropan-2-yl)piperidin-3-yl)-2-oxo-1,2-dihydropyridine-3-carboxamide